C(C)(=O)N1CC(C1)OC=1C(=C(C(=C2C=NNC12)C=1N=CC=2N(C1)C=C(N2)NC(C)=O)Cl)F N-(6-(7-((1-acetylazetidin-3-yl)oxy)-5-chloro-6-fluoro-1H-indazol-4-yl)imidazo[1,2-a]pyrazin-2-yl)acetamide